tert-butyl N-[1-[2-(4-formylphenyl)ethylsulfonyl]-4-piperidyl]-carbamate C(=O)C1=CC=C(C=C1)CCS(=O)(=O)N1CCC(CC1)NC(OC(C)(C)C)=O